CN1N=CC(=C1)C=1C=C(C=CC1)C1=CC(=NN1)C1CN(CC1)C#N 3-(5-(3-(1-Methyl-1H-pyrazol-4-yl)phenyl)-1H-pyrazol-3-yl)pyrrolidine-1-carbonitrile